1,22-docosanedioic acid C(CCCCCCCCCCCCCCCCCCCCC(=O)O)(=O)O